2-(6-{[(3S,4R)-3-fluoro-2,2,6,6-tetramethylpiperidin-4-yl]oxy}pyridazin-3-yl)-5-[2-methyl-8-(trifluoromethyl)imidazo[1,2-a]pyridin-6-yl]pyridin-3-ol F[C@H]1C(NC(C[C@H]1OC1=CC=C(N=N1)C1=NC=C(C=C1O)C=1C=C(C=2N(C1)C=C(N2)C)C(F)(F)F)(C)C)(C)C